(3,4-bis(4-aminophenoxy) phenyl) ether NC1=CC=C(OC=2C=C(C=CC2OC2=CC=C(C=C2)N)OC2=CC(=C(C=C2)OC2=CC=C(C=C2)N)OC2=CC=C(C=C2)N)C=C1